1-(4-benzyl-2-(cyanomethyl)-3-oxo-3,4-dihydro-2H-benzo[b][1,4]Thiazine-6-yl)-3-(1H-indol-6-yl)urea C(C1=CC=CC=C1)N1C2=C(SC(C1=O)CC#N)C=CC(=C2)NC(=O)NC2=CC=C1C=CNC1=C2